4,4,5,5-tetramethyl-2-(3-(3,3,3-trifluoro-2,2-dimethylpropoxy)phenyl)-1,3,2-dioxaborolan CC1(OB(OC1(C)C)C1=CC(=CC=C1)OCC(C(F)(F)F)(C)C)C